5-(1,6-dimethyl-1H-pyrazolo[3,4-b]pyridin-4-yl)-3-methyl-1-((4-(piperidin-1-yl)bicyclo[2.2.2]oct-1-yl)methyl)-4,5,6,7-tetrahydro-1H-pyrazolo[4,3-c]pyridine CN1N=CC=2C1=NC(=CC2N2CC1=C(CC2)N(N=C1C)CC12CCC(CC1)(CC2)N2CCCCC2)C